C=12CN(CCOCCNCC(C=CC1)=N2)[C@@H](C(=O)OC)CCC(=O)OC dimethyl (2R)-2-(6-oxa-3,9,15-triazabicyclo[9.3.1]pentadeca-1(14),11(15),12-trien-3-yl)pentanedioate